CC1(C2C3C4C=CC(C3C(C1)C2)C4)C(=O)OCC(C)C 8-methyl-8-(2-methylpropoxy)carbonyltetracyclo[4.4.0.12,5.17,10]dodec-3-ene